7-fluoro-9-(6-fluoro-1-methylsulfonylindazol-4-yl)-1,5,5,10-tetramethyl-6H-triazolo[1,5-c]quinazoline FC1=CC(=C(C=2C=3N(C(NC12)(C)C)N=NC3C)C)C3=C1C=NN(C1=CC(=C3)F)S(=O)(=O)C